(Z)-2-fluoro-3-(pyrimidin-2-yl)acrylic acid F\C(\C(=O)O)=C/C1=NC=CC=N1